2,5-dimethyl-2,5-di(tert-amylperoxy)-hexane CC(C)(CCC(C)(OOC(C)(C)CC)C)OOC(C)(C)CC